C(C)OC=1C(=CC2=CN(N=C2C1)C)NC(=O)C=1N=CC(=NC1)N1C[C@@H](CC1)N(C(OC(C)(C)C)=O)C tert-butyl (R)-(1-(5-((6-ethoxy-2-methyl-2H-indazol-5-yl)carbamoyl)pyrazin-2-yl)pyrrolidin-3-yl)(methyl)carbamate